6-(4-(4-fluorophenoxy)phenyl)-4-(3-phenylureido)picolinamide FC1=CC=C(OC2=CC=C(C=C2)C2=CC(=CC(=N2)C(=O)N)NC(=O)NC2=CC=CC=C2)C=C1